4-(3-fluoro-1H-indazol-1-yl)-N-(4-fluoro-2-methoxy-5-nitrophenyl)-1,3,5-triazine-2-amine FC1=NN(C2=CC=CC=C12)C1=NC(=NC=N1)NC1=C(C=C(C(=C1)[N+](=O)[O-])F)OC